(R)-2-(5-(3-(4-cyclopropyl-2-oxopiperidin-1-yl)phenyl)-2-(cyclopropylmethyl)-1-(3-fluoro-4-sulfamoylbenzyl)-1H-pyrrol-3-yl)thiazole-4-carboxylic acid C1(CC1)[C@H]1CC(N(CC1)C=1C=C(C=CC1)C1=CC(=C(N1CC1=CC(=C(C=C1)S(N)(=O)=O)F)CC1CC1)C=1SC=C(N1)C(=O)O)=O